3-((5-bromo-1-(4,4,4-trifluorobutyl)-1H-benzo[d]imidazol-2-yl)methyl)-1-cyclopropyl-5-fluoro-1,3-dihydro-2H-benzo[d]imidazol-2-one BrC1=CC2=C(N(C(=N2)CN2C(N(C3=C2C=C(C=C3)F)C3CC3)=O)CCCC(F)(F)F)C=C1